N-(2-(2,5-diazabicyclo[2.2.1]heptan-2-yl)-1-(3,4-dichlorophenyl)ethyl)-4-(trifluoromethoxy)benzenesulfonamide C12N(CC(NC1)C2)CC(C2=CC(=C(C=C2)Cl)Cl)NS(=O)(=O)C2=CC=C(C=C2)OC(F)(F)F